6-CYCLOPROPYL-N-[(3R,4S)-3-(2-METHOXYETHOXY)CHROMAN-4-YL]-7H-PYRROLO[2,3-D]PYRIMIDIN-4-AMINE C1(CC1)C1=CC2=C(N=CN=C2N[C@@H]2[C@H](COC3=CC=CC=C23)OCCOC)N1